5',6-dimethyl-2H-[1,4':2',4''-terpyridin]-2-one CC=1C(=CC(=NC1)C1=CC=NC=C1)N1C(C=CC=C1C)=O